C(CCCCCCCCCCC)SC(=S)SCC(=O)O (dodecylthiothiocarbonylthio)acetic acid